2-[[1-[2-(difluoromethyl)imidazol-1-yl]cyclopropanecarbonyl]amino]-4-[[3-fluoro-2-methoxy-propyl]-[4-(5,6,7,8-tetrahydro-1,8-naphthyridin-2-yl)butyl]amino]butanoic acid FC(C=1N(C=CN1)C1(CC1)C(=O)NC(C(=O)O)CCN(CCCCC1=NC=2NCCCC2C=C1)CC(CF)OC)F